N[C@@H]1CN(CCC1)C1=CC(=NC=C1C=1C=NN(C1)C(F)F)NC1=NC(=C(C=C1)N)C1=C(C=CC=C1OC)F N2-(4-((S)-3-aminopiperidin-1-yl)-5-(1-(difluoromethyl)-1H-pyrazol-4-yl)pyridin-2-yl)-6-(2-fluoro-6-methoxyphenyl)pyridin-2,5-diamine